9-(4,6-diphenyl-1,3,5-triazin-2-yl)-3,6-bis(o-tolyl)-9H-carbazole C1(=CC=CC=C1)C1=NC(=NC(=N1)C1=CC=CC=C1)N1C2=CC=C(C=C2C=2C=C(C=CC12)C1=C(C=CC=C1)C)C1=C(C=CC=C1)C